tert-butyl (2S)-2-(cyanomethyl)-4-(2-(methylthio)-7-(8-((triisopropylsilyl)ethynyl)naphthalen-1-yl)-7,8-dihydro-5H-pyrano[4,3-d]pyrimidin-4-yl)piperazine-1-carboxylate C(#N)C[C@@H]1N(CCN(C1)C=1C2=C(N=C(N1)SC)CC(OC2)C2=CC=CC1=CC=CC(=C21)C#C[Si](C(C)C)(C(C)C)C(C)C)C(=O)OC(C)(C)C